(2,3,4-Trifluorophenyl)methanamine FC1=C(C=CC(=C1F)F)CN